9-(2-bromo-4-chlorophenyl)-phenanthrene BrC1=C(C=CC(=C1)Cl)C=1C2=CC=CC=C2C=2C=CC=CC2C1